CC=1C=NOC1C(=O)NC1CCC2=CC(=CC=C12)C1=NOC(=N1)C 4-methyl-N-(5-(5-methyl-1,2,4-oxadiazol-3-yl)-2,3-dihydro-1H-inden-1-yl)isoxazole-5-carboxamide